O1C2=C(OCCC1)C(=CC=C2)O 3,4-dihydro-2H-benzo[b][1,4]dioxepin-6-ol